CC1(C(N(C(N1CC1=CC(=NC=C1)NC1C(COCC1)C)=O)C1=CC=C(C=C1)C1(CC1)C(F)(F)F)=O)C 5,5-dimethyl-1-((2-((3-methyltetrahydro-2H-pyran-4-yl)amino)pyridin-4-yl)methyl)-3-(4-(1-(trifluoromethyl)cyclopropyl)phenyl)imidazolidine-2,4-dione